[N+](=[N-])=CC(CC[C@@H](C(=O)OC(C)C)NC([C@H](CC1=CNC2=C(C=CC=C12)OC)O)=O)=O isopropyl (S)-6-diazo-2-((S)-2-hydroxy-3-(7-methoxy-1H-indol-3-yl)propanamido)-5-oxohexanoate